ClC=1C=C(C=C(C1)C=O)[C@H]1N(CCOC1)C(=O)OC(C)(C)C tert-butyl (R)-3-(3-chloro-5-formylphenyl)morpholine-4-carboxylate